FC1=C(C#N)C=CC(=C1)C=1N=C2N(C=CN=C2NCC2NCCC2)C1C1=CC(=C(C=C1)OC)F 2-fluoro-4-(3-(3-fluoro-4-methoxyphenyl)-8-((pyrrolidin-2-ylmethyl)amino)imidazo[1,2-a]pyrazin-2-yl)benzonitrile